NC1(CC1)C1=C(N)C(=CC=C1)Cl 2-(1-Aminocyclopropyl)-6-chloroaniline